1-(3-azabicyclo[3.1.0]hex-3-yl)-2-((2-(5-bromopyridin-2-yl)propan-2-yl)oxy)ethanone C12CN(CC2C1)C(COC(C)(C)C1=NC=C(C=C1)Br)=O